5-(8-(3-(3-(3,3-difluoroazetidine-1-carbonyl)phenyl)azetidin-1-yl)imidazo[1,2-b]pyridazin-6-yl)pyrimidine-2,4(1H,3H)-dione FC1(CN(C1)C(=O)C=1C=C(C=CC1)C1CN(C1)C=1C=2N(N=C(C1)C=1C(NC(NC1)=O)=O)C=CN2)F